4-(4-(((3-aminooxetan-3-yl)methyl-d2)amino)-6-methylquinazolin-2-yl)-2,3,4,5-tetrahydrobenzo[f][1,4]thiazepine-1,1-Dioxide NC1(COC1)C([2H])([2H])NC1=NC(=NC2=CC=C(C=C12)C)N1CCS(C2=C(C1)C=CC=C2)(=O)=O